1-(4-(Bromomethyl)phenyl)ethane-1-one BrCC1=CC=C(C=C1)C(C)=O